4-((1r,3r)-3-Amino-2,2,4,4-tetramethylcyclobutoxy)-2-chloro-3-methylbenzonitrile hydrochloride Cl.NC1C(C(C1(C)C)OC1=C(C(=C(C#N)C=C1)Cl)C)(C)C